NCC1(OC2=C(C1O)C=CC(=C2Br)Cl)C2=CC=CC=C2 2-(aminomethyl)-7-bromo-6-chloro-2-phenyl-2,3-dihydrobenzofuran-3-ol